(3aR,5S,6aR)-5-((R)-2,2-dimethyl-1,3-dioxolan-4-yl)-2,2-dimethyltetrahydrofurano[2,3-d][1,3]dioxolan-6-ol CC1(OC[C@@H](O1)[C@@H]1C([C@@H]2[C@@H](OC(O2)(C)C)O1)O)C